ClC1=NN2C(N=CC3=C2C2(OCC2)CC3C(=O)O)=C1 (trans)-2-chloro-6,7-dihydrospiro[cyclopenta[e]pyrazolo[1,5-a]pyrimidine-8,2'-oxetane]-6-carboxylic acid